C(N)(OCC[C@H](C(N1CCN(CC1)C1=C(C(=CC(=C1)CC)Cl)OC)C(C)(C)C)O)=O (R)-(tert-butyl 4-(4-(3-chloro-5-ethyl-2-methoxyphenyl)-piperazin-1-yl)-3-hydroxybutyl) carbamate